FC1=CC=C(C=C1)C(N1[C@H](CN(CC1)C1=C(C(N(C2=CC=C(N=C12)Br)C)=O)C#N)C(C)C)C1=CC=C(C=C1)F (S)-4-(4-(bis(4-fluorophenyl)methyl)-3-isopropylpiperazin-1-yl)-6-bromo-1-methyl-2-oxo-1,2-dihydro-1,5-naphthyridine-3-carbonitrile